1,2,4-triazolylamine N1N=C(N=C1)N